FC1=CC=C(C=C1)C1=NC(=CC(=C1)OC(=O)N1C(CCC1)C)OC1[C@@H]2CN(C[C@H]12)C(=O)C=1C(=NN(C1)C1=NC=CC=N1)C (2-(4-fluorophenyl)-6-(((1R,5S,6s)-3-(3-methyl-1-(pyrimidin-2-yl)-1H-pyrazole-4-carbonyl)-3-azabicyclo[3.1.0]hexan-6-yl)oxy)pyridin-4-yl)-2-methylpyrrolidine-1-carboxylate